3-(2-(4-aminophenyl)acetamido)-N-(4-(N-phenylsulfamoyl)phenyl)benzamide NC1=CC=C(C=C1)CC(=O)NC=1C=C(C(=O)NC2=CC=C(C=C2)S(NC2=CC=CC=C2)(=O)=O)C=CC1